(4-Bromo-7-fluorobenzo[d]thiazol-2-yl)carbamic acid tert-butyl ester C(C)(C)(C)OC(NC=1SC2=C(N1)C(=CC=C2F)Br)=O